(2R)-1-(3-chloro-2-fluoro-4-meth-ylbenzyl)-4-((3-fluoro-6-((5-methyl-1H-pyrazol-3-yl)amino)-pyridin-2-yl)methyl)-2-methylpiperidine-4-carboxylic acid ClC=1C(=C(CN2[C@@H](CC(CC2)(C(=O)O)CC2=NC(=CC=C2F)NC2=NNC(=C2)C)C)C=CC1C)F